2-(2-methyl-1,3-benzothiazol-5-yl)-7-(4-methyl-1,4-diazacycloheptan-1-yl)-4H-pyrido[1,2-a]pyrimidin-4-one CC=1SC2=C(N1)C=C(C=C2)C=2N=C1N(C(C2)=O)C=C(C=C1)N1CCN(CCC1)C